C1(CC1)C=1C=NC(=NC1)N1C[C@H](N([C@H](C1)C)C(=O)O[C@H](CC1=CNC(C(=C1)C(F)(F)F)=O)C)C (S)-1-(6-oxo-5-(trifluoromethyl)-1,6-dihydropyridin-3-yl)propan-2-yl (2R,6S)-4-(5-cyclopropylpyrimidin-2-yl)-2,6-dimethylpiperazine-1-carboxylate